COC1=CC=C(CN2N=CC(=C(C2=O)C(F)(F)F)N[C@@H](C)C(=O)O)C=C1 (1-(4-methoxybenzyl)-6-oxo-5-(trifluoromethyl)-1,6-dihydropyridazin-4-yl)-L-alanine